BrC=1C=CC(=NC1Cl)C=1OC(=NN1)C 2-(5-bromo-6-chloropyridin-2-yl)-5-methyl-1,3,4-oxadiazole